C12(OCC(C1)C2)COC2=NC(N1C(C3=CC=C(C=C3CC1)C#CC1CC1)=C2)=O 2-((2-oxabicyclo[2.1.1]hexan-1-yl)methoxy)-9-(cyclopropylethynyl)-6,7-dihydro-4H-pyrimido[6,1-a]isoquinolin-4-one